CC1(CCC(O1)[C@@]1(CN(CC1)C1(CC1)C=1C=CC(=NC1)C)CCC=1SC=CC1)C (S)-5-(1-(3-(5,5-dimethyltetrahydro-furan-2-yl)-3-(2-(thiophen-2-yl)ethyl)pyrrolidin-1-yl)cyclopropyl)-2-methylpyridine